N\C(\C1=CC=CC=C1)=N/C1=C(C=C(C=C1)C)/C(=C(/C(=C(/C1=CC=CC=C1)\[Pd]Cl)/C1=CC=CC=C1)\C1=CC=CC=C1)/C1=CC=CC=C1 ((1Z,3E)-4-(2-(((Z)-amino(phenyl)methylene)amino)-5-methylphenyl)-1,2,3,4-tetraphenyl-buta-1,3-dien-1-yl)palladium(II) chloride